4-Hydroxy-1,7-dimethyl-2-oxo-1,2-dihydroquinoline-3-carbonitrile OC1=C(C(N(C2=CC(=CC=C12)C)C)=O)C#N